(2R,3S,4S,5R)-3-(2-(benzyloxy)-3,4-difluorophenyl)-4,5-dimethyl-5-(trifluoromethyl)tetrahydrofuran-2-carboxylic acid C(C1=CC=CC=C1)OC1=C(C=CC(=C1F)F)[C@H]1[C@@H](O[C@]([C@H]1C)(C(F)(F)F)C)C(=O)O